4-(3,4-dihydroquinolin-1(2H)-yl)-6,7-difluoro-2-hydrazinoquinazoline N1(CCCC2=CC=CC=C12)C1=NC(=NC2=CC(=C(C=C12)F)F)NN